(R)-2-(pyrrolidin-3-yloxy)-5-(trifluoromethyl)pyridine hydrochloride Cl.N1C[C@@H](CC1)OC1=NC=C(C=C1)C(F)(F)F